3-(p-tolylmethyl)pyrrolidine C1(=CC=C(C=C1)CC1CNCC1)C